acryloyloxy decyl-3-phosphonopropionate C(CCCCCCCCC)C(C(=O)OOC(C=C)=O)CP(=O)(O)O